FC(OC[C@@H](CCCN1C(C2=CC(=C(C=C2C=C1)C1=NC=C(C=N1)C(C)(C)O)F)=O)OC=1C=NNC(C1C(F)(F)F)=O)F (R)-2-(5-(difluoromethoxy)-4-((6-oxo-5-(trifluoromethyl)-1,6-dihydropyridazin-4-yl)oxy)pentyl)-7-fluoro-6-(5-(2-hydroxypropan-2-yl)pyrimidin-2-yl)isoquinolin-1(2H)-one